C(C=C)N1C2CC=3C=CC(=CC3C(CC1)C2)O 10-prop-2-enyl-10-azatricyclo[7.3.1.02,7]trideca-2(7),3,5-trien-4-ol